[2-(3-chloro-4-fluoro-phenyl)-2-isothiocyanato-propyl] 2,2-dimethylpropanoate CC(C(=O)OCC(C)(N=C=S)C1=CC(=C(C=C1)F)Cl)(C)C